3-(6-(((1S,3S)-3-((7-fluoro-[1,2,4]triazolo[1,5-a]pyridin-2-yl)amino)cyclopentyl)amino)pyridin-3-yl)pyrimidin-4(3H)-one FC1=CC=2N(C=C1)N=C(N2)N[C@@H]2C[C@H](CC2)NC2=CC=C(C=N2)N2C=NC=CC2=O